(1-((5-(Hydroxymethyl)thiophen-2-yl)sulfonyl)-5-phenylpiperidin-3-yl)(morpholino)methanone OCC1=CC=C(S1)S(=O)(=O)N1CC(CC(C1)C1=CC=CC=C1)C(=O)N1CCOCC1